(S)-9,9,13,14-tetramethyl-1,6,12-trioxo-1-(((1S,2S)-2-(pyridin-2-yldisulfaneyl)cyclohexyl)oxy)-8-thia-2,5,13-triazapentadecan-15-oate CC(SCC(NCCNC(O[C@@H]1[C@H](CCCC1)SSC1=NC=CC=C1)=O)=O)(CCC(N([C@H](C(=O)[O-])C)C)=O)C